2-((3,5-dichlorophenyl)amino)-5-hydroxyquinazolin-4(3H)-one ClC=1C=C(C=C(C1)Cl)NC1=NC2=CC=CC(=C2C(N1)=O)O